tert-Butyl 3-({8-bromo-4-methylpyrrolo[1,2-a]pyrazin-6-yl}methyl)azetidine-1-carboxylate BrC=1C=C(N2C1C=NC=C2C)CC2CN(C2)C(=O)OC(C)(C)C